C(CC)[Si](OC)(OC)OC propyltrimethoxy-silane